N1CCC2=C(C=CC=C12)C1=NC=C(C=N1)C=O 2-(indolin-4-yl)pyrimidine-5-carbaldehyde